OCC1CCC(CC1)C=1SC2=C(N1)C=C(C(=C2)N2C(C=NC=C2C(F)(F)F)C(=O)N)C(C)(C)O 1-N-[2-[4-(hydroxymethyl)cyclohexyl]-5-(1-hydroxy-1-methyl-ethyl)-1,3-benzothiazol-6-yl]-6-(trifluoromethyl)pyrazine-2-carboxamide